(R)-3-hydroxy-3-methylpyrrolidin O[C@]1(CNCC1)C